ON1N=CC(=C1)N1CN(CC2=CC=CC=C12)CC1=CC=C(C=C1)OC 1-(1-hydroxy-1H-pyrazol-4-yl)-3-(4-methoxybenzyl)-2,3-dihydroquinazoline